CC1=NN(C(=N1)C)C1=NC(=NC=C1F)N1CCC(CC1)C(=O)N(C([2H])([2H])C1=C(C(=CC(=C1)F)F)F)C([2H])([2H])[2H] 1-(4-(3,5-dimethyl-1H-1,2,4-triazol-1-yl)-5-fluoropyrimidin-2-yl)-N-(methyl-d3)-N-((2,3,5-trifluorophenyl)methyl-d2)piperidine-4-carboxamide